FC1=CC=C(C=C1)N1C(=C(C2=CC(=CC=C12)OC)C(C#N)C)C 2-(1-(4-fluorophenyl)-5-methoxy-2-methyl-1H-indol-3-yl)propanenitrile